CC(C)C1CCC=C(C1)CCC=O 3-[5-(2-propyl)-1-cyclohexen-1-yl]propionaldehyde